ClC=1C(=C(C=CC1)NC1=C(NC2=C1C(NCC2)=O)C2=C(C=NC=C2)C#C[C@]2(NCCC2)C)OC (S)-3-((3-chloro-2-methoxyphenyl)amino)-2-(3-((2-methylpyrrolidin-2-yl)ethynyl)pyridin-4-yl)-1,5,6,7-tetrahydro-4H-pyrrolo[3,2-c]pyridin-4-one